C1(CC1)C(=O)N1CC2(CN(C2)C(=O)C2=NNC(=C2)C2CC2)C1 (6-(Cyclopropanecarbonyl)-2,6-diazaspiro[3.3]heptan-2-yl)(5-cyclopropyl-1H-pyrazol-3-yl)methanone